C(C1=CC=CC=C1)N1C[C@@H](C(CC1)=O)C (S)-1-benzyl-3-methylpiperidin-4-one